tert-Butyl (3R)-3-(3-chloro-5-methyl-6,7-dihydropyrazino[2,3-c]pyridazin-8(5H)-yl)piperidine-1-carboxylate ClC1=CC2=C(N=N1)N(CCN2C)[C@H]2CN(CCC2)C(=O)OC(C)(C)C